ClC=1C(=NC(=NC1)NC1CCOCC1)C1=CC=C2CN(C(C2=C1)=O)[C@@H](C(=O)N[C@H](CO)C1=CC(=CC(=C1)OC([2H])([2H])[2H])F)C (2R)-2-(6-{5-chloro-2-[(oxacyclohex-4-yl)amino]pyrimidin-4-yl}-1-oxo-2,3-dihydro-1H-isoindol-2-yl)-N-[(1S)-1-[3-fluoro-5-trideuteromethoxyphenyl]-2-hydroxyethyl]propionamide